Cl.C1(CC1)OC[C@@H](C1=CC(=CC=C1)OC(F)F)N (1R)-2-(cyclopropoxy)-1-[3-(difluoromethoxy)phenyl]ethylamine hydrochloride